5-fluoro-N-(2-fluoro-6-methylphenyl)-4-[3-(hydroxymethyl)-4-methyl-5-oxo-4,5-dihydro-1H-1,2,4-triazol-1-yl]-2-[(2S)-pentan-2-yloxy]benzamide FC=1C(=CC(=C(C(=O)NC2=C(C=CC=C2C)F)C1)O[C@@H](C)CCC)N1N=C(N(C1=O)C)CO